(2R)-2-{6-[5-chloro-2-(methylamino)pyrimidin-4-yl]-1-oxo-2,3-dihydro-1H-isoindol-2-yl}-N-[(1S)-1-(3-fluoro-5-methoxyphenyl)-2-hydroxyethyl]propanamide ClC=1C(=NC(=NC1)NC)C1=CC=C2CN(C(C2=C1)=O)[C@@H](C(=O)N[C@H](CO)C1=CC(=CC(=C1)OC)F)C